ClC=1C(=C(CN2CCC(CC2)N2CCOCC2)C=C(C1)[N+](=O)[O-])C 4-(1-(3-chloro-2-methyl-5-nitrobenzyl)piperidin-4-yl)morpholine